(S)-N-(1-((5-(2,6-dichloro-4-(6-(difluoromethyl)-3,5-dioxo-4,5-dihydro-1,2,4-triazin-2(3H)-yl)phenoxy)-2-hydroxyphenyl)sulfonyl)pyrrolidin-3-yl)ethanesulfonamide ClC1=C(OC=2C=CC(=C(C2)S(=O)(=O)N2C[C@H](CC2)NS(=O)(=O)CC)O)C(=CC(=C1)N1N=C(C(NC1=O)=O)C(F)F)Cl